4-(4-cyano-2-methoxyphenyl)-2,8-dimethyl-5-((1-methylcyclobutyl)methoxy)-1,4-dihydro-1,6-naphthyridine-3-carboxylic acid C(#N)C1=CC(=C(C=C1)C1C(=C(NC2=C(C=NC(=C12)OCC1(CCC1)C)C)C)C(=O)O)OC